Natrium 4-phenylbutanoate C1(=CC=CC=C1)CCCC(=O)[O-].[Na+]